(2r,4s)-2-(4-(3-isobutylphenyl)piperidine-1-carbonyl)-5-azaspiro[3.4]octan-6-one C(C(C)C)C=1C=C(C=CC1)C1CCN(CC1)C(=O)C1CC2(C1)NC(CC2)=O